FC(C=1C=CC=2N(N1)C(=CN2)C2=CC(=NC=N2)N2CC(=C(C(C2)C)F)CNS(=O)(=O)C)F N-((1-(6-(6-(Difluoromethyl)imidazo[1,2-b]pyridazin-3-yl)pyrimidin-4-yl)-4-fluoro-5-methyl-1,2,5,6-tetrahydropyridin-3-yl)methyl)methanesulfonamide